CC1(CN(CCO1)C(=O)C=1C=CC(=NC1)N1N=CN=C1[C@H](C)NC(C1=CC(=CC(=C1)C(F)(F)F)C(F)(F)F)=O)C N-[(1S)-1-(1-{5-[(2,2-dimethylmorpholin-4-yl)carbonyl]pyridin-2-yl}-1H-1,2,4-triazol-5-yl)ethyl]-3,5-bis(trifluoromethyl)benzamide